cerium-antimony oxide [Sb]=O.[Ce]